(2Z)-4-[(1,9-dihydroxynon-5-yl)amino]-N-(6-methyl-6-aza-3-oxahept-1-yl)-4-oxobut-2-enamide OCCCCC(CCCCO)NC(\C=C/C(=O)NCCOCCN(C)C)=O